O=S1(CCCC2=CC(=CC=C12)C=1C(=NC(=CN1)CCCOC)N1CCC(CC1)C(=O)O)=O 1-(3-(1,1-dioxidothiochroman-6-yl)-6-(3-methoxypropyl)pyrazin-2-yl)piperidine-4-carboxylic acid